n-tetracosanoate CCCCCCCCCCCCCCCCCCCCCCCC(=O)O